(1R,2S,5S)-N-{(1S)-1-cyano-2-[(3S)-2-oxopyrrolidin-3-yl]ethyl}-3-{(2S)-2-cyclopentyl-[(trifluoroacetyl)amino]acetyl}-6,6-dimethyl-3-azabicyclo[3.1.0]hexane-2-carboxamide C(#N)[C@H](C[C@H]1C(NCC1)=O)NC(=O)[C@@H]1[C@H]2C([C@H]2CN1C([C@H](C1CCCC1)NC(C(F)(F)F)=O)=O)(C)C